OC1=C(C(=O)NC)C(=CC(=C1C1C=C(CCC1C(=C)C)C)O)CCC 2,4-dihydroxy-3-(6-isopropenyl-3-methyl-cyclohex-2-en-1-yl)-N-methyl-6-propyl-benzamide